C(C)(=O)N[C@H]1CCC2=C(C3=CC=C(C(C=C13)=O)C(=O)NC)C(=C(C(=C2)OC)OC)O (S)-7-acetamido-1-hydroxy-2,3-dimethoxy-N-methyl-9-oxo-5,6,7,9-tetrahydrobenzo[a]heptalen-10-carboxamide